(M)-perfluorophenyl 1-(4-bromo-5-chloro-2-methoxyphenyl)-2-oxo-1,2-dihydroquinoline-6-sulfonate BrC1=CC(=C(C=C1Cl)N1C(C=CC2=CC(=CC=C12)S(=O)(=O)OC1=C(C(=C(C(=C1F)F)F)F)F)=O)OC